(R)-5-(3-methylphenyl)-4,4-dimethyl-1,3-dioxolan-2-one CC=1C=C(C=CC1)[C@@H]1C(OC(O1)=O)(C)C